C1(CC1)C(C)(O)C=1C(NC=CC1)=O 3-(1-cyclopropyl-1-hydroxyethyl)pyridin-2(1H)-one